4-(2,4,5-trifluoro-phenyl)butane-1,3-dione FC1=C(C=C(C(=C1)F)F)CC(CC=O)=O